ClC=1C(=CC(=C(C1)N1N=NC(=C1C)C(O)C1=C(C=CC=2N1C=NC2)Cl)F)OC [1-(5-Chloro-2-fluoro-4-methoxy-phenyl)-5-methyl-1H-[1,2,3]triazol-4-yl]-(6-chloro-imidazo[1,5-a]pyridin-5-yl)-methanol